FCCCCCCCC[Si](Cl)(Cl)Cl fluoro-octyl-trichloro-silane